2-chloro-5-[[5-[[5-(4,5-dimethyl-2-nitrophenyl)-2-furanyl]methylene]-4,5-dihydro-4-oxo-2-thiazolyl]amino]benzoic acid ClC1=C(C(=O)O)C=C(C=C1)NC=1SC(C(N1)=O)=CC=1OC(=CC1)C1=C(C=C(C(=C1)C)C)[N+](=O)[O-]